C(CCCCCCC)(=O)OS(=O)(=O)C1=CC=CC=C1.NC(=N)NC(=N)N biguanide octoyl-benzenesulfonate